(6-chloropyridin-3-yl)methanol ClC1=CC=C(C=N1)CO